tert-butyl 4-carbamimidoyl-1H-pyrrolo[3,4-c]pyridine-2(3H)-carboxylate hydrochloride Cl.C(N)(=N)C1=NC=CC2=C1CN(C2)C(=O)OC(C)(C)C